C(C)(C)(C)C=1C(=C(C=C(C1)CCC(=O)OC)N1N=C2C(=N1)C=CC=C2)O 2-[3'-tert-butyl-2'-hydroxy-5'-(2-methoxycarbonylethyl)phenyl]benzotriazole